C(C=C)OC=1C=CC(=C(C=NO)C1)O 5-(allyloxy)-2-hydroxybenzaldehyde oxime